C(C1=CC=CC=C1)N(C(O)=O)C1=CC(=NC=C1F)C1CNC(CO1)=O.N[C@@H](C(=O)N[C@H]1CN(C[C@H](C1)C)C1=C2C=CC=NC2=C(C=C1)C(F)(F)F)C(F)(F)F (S)-2-amino-3,3,3-trifluoro-N-((3R,5S)-5-methyl-1-(8-(trifluoromethyl)quinolin-5-yl)piperidin-3-yl)propionamide benzyl-(5-fluoro-2-(5-oxomorpholin-2-yl)pyridin-4-yl)carbamate